[2-(3-fluoro-7-hydroxy-1-naphthyl)ethyl]Acetamide FC=1C=C(C2=CC(=CC=C2C1)O)CCCC(=O)N